(R)-1-((5-(5-(difluoromethyl)-1,3,4-oxadiazol-2-yl)thiazol-2-yl)methyl)-3-methyl-3,4-dihydro-1,7-naphthyridin-2(1H)-one FC(C1=NN=C(O1)C1=CN=C(S1)CN1C([C@@H](CC2=CC=NC=C12)C)=O)F